p-methylacetphenone CC1=CC=C(C=C1)C(C)=O